FC=1C=C2N(C(C(N(C2=CC1)C1CCN(CC1)C=1SC2=C(N1)C=CC(=C2)C#N)=O)=O)C 2-(4-(6-fluoro-4-methyl-2,3-dioxo-3,4-dihydroquinoxalin-1(2H)-yl)piperidin-1-yl)benzo[d]thiazole-6-carbonitrile